(4R,4'R)-2,2'-(1,3-diphenylpropane-2,2-diyl)bis(4-methyl-4,5-dihydro-oxazol) C1(=CC=CC=C1)CC(CC1=CC=CC=C1)(C=1OC[C@H](N1)C)C=1OC[C@H](N1)C